hexadecatrienol C(=CC=CC=CCCCCCCCCCC)O